COC=1C=C(CN(C2=NC(=NN3C2=NC=C3C(C3CCC3N(C(OC(C)(C)C)=O)C)O)O[C@@H](C)CCC)CC3=CC(=C(C=C3)OC)OC)C=CC1OC Tert-butyl (4-((4-(bis(3,4-dimethoxybenzyl)amino)-2-(((S)-pent-2-yl)oxy)imidazo[2,1-f][1,2,4]triazin-7-yl)(hydroxy)methyl)cyclobutyl)(methyl)carbamate